3-benzyl-5-(trifluoromethyl)triazole-4-carboxylic acid C(C1=CC=CC=C1)N1N=NC(=C1C(=O)O)C(F)(F)F